ClC1=CC=C(C=C1)S(=O)O.NC=1C(=CC=CC1)C toluidine p-chlorobenzenesulfinate salt